4-methylphenyl-aniline CC1=CC=C(C=C1)NC1=CC=CC=C1